ClC1=C(C=C(C=C1)F)C1NC(C2=CC(=CC(=C12)NC(C1=CC(=CC(=C1)C(F)(F)F)F)=O)CN1CC(C1)(F)F)=O N-(3-(2-chloro-5-fluorophenyl)-6-((3,3-difluoroazetidin-1-yl)methyl)-1-oxoisoindolin-4-yl)-3-fluoro-5-(trifluoromethyl)benzamide